3,6-dimethoxy-4-(4,4,5,5-tetramethyl-1,3,2-dioxaborolan-2-yl)pyridazine COC=1N=NC(=CC1B1OC(C(O1)(C)C)(C)C)OC